CN(C1=CC=C(C(=O)C2=CC3=C(NC(=N3)NC(OC)=O)C=C2)C=C1)C1COC1 Methyl N-(5-{4-[methyl(oxetan-3-yl)amino]benzoyl}-1H-1,3-benzodiazol-2-yl)carbamate